ClC=1C(=NC(=NC1)NC1CCOCC1)C1=CC=C2CN(C(C2=C1)=O)[C@@H](C(=O)N[C@H](CO)C1=CC(=CC=C1)OCC)C (2R)-2-(6-{5-chloro-2-[(oxacyclohex-4-yl)amino]pyrimidin-4-yl}-1-oxo-2,3-dihydro-1H-isoindol-2-yl)-N-[(1S)-1-(3-ethoxyphenyl)-2-hydroxyethyl]propionamide